ClC=1C=CC(=C(C1)NC(=O)C=1OC(=CC1)C1CCOCC1)N1C[C@](CC1)(C)O (R)-N-(5-chloro-2-(3-hydroxy-3-methylpyrrolidin-1-yl)phenyl)-5-(tetrahydro-2H-pyran-4-yl)furan-2-carboxamide